2,7-diisopropyl-naphthalene C(C)(C)C1=CC2=CC(=CC=C2C=C1)C(C)C